C(C1=CC=CC=C1)N1CC=2C(N=C3N(C2CC1)CCN3CC3=CC=C(C=C3)C(F)(F)F)=O 7-benzyl-3-(4-trifluoromethylbenzyl)-2,3,6,7,8,9-hexahydroimidazo[1,2-a]pyrido[3,4-e]pyrimidin-5(1H)-one